NC1=CC=C(C=N1)C1=CC(=NC=C1)CN1C(C=C(C(=C1)OC)C1=C(C=CC(=C1)Cl)N1N=NN=C1)=O 1-((6-amino-[3,4'-bipyridyl]-2'-yl)methyl)-4-(5-chloro-2-(1H-tetrazol-1-yl)phenyl)-5-methoxypyridin-2(1H)-one